COS(=O)(=O)OC.CC(CCC)P(CCCC)CCCC methyl-tributylphosphine dimethyl-sulfate